BrC=1C=NC=CC1C1N=C(NC(=C1C(=O)NC=1C=C(C(=O)O)C=CN1)C)NC=1OC2=C(N1)C=CC(=C2)F 2-(4-(3-bromopyridin-4-yl)-2-((6-fluorobenzo[d]oxazol-2-yl)amino)-6-methyl-1,4-dihydropyrimidine-5-carboxamido)isonicotinic acid